1-(2-chlorophenyl)-4-((cyclopropyl-methyl)amino)-7-(1,1-difluoroethyl)-2-oxo-1,2-dihydroquinazoline-6-carbonitrile ClC1=C(C=CC=C1)N1C(N=C(C2=CC(=C(C=C12)C(C)(F)F)C#N)NCC1CC1)=O